tert-butyl (7-(5-bromo-2,4-difluorophenyl)-[1,2,4]triazolo[1,5-a]pyridin-2-yl)(tert-butoxycarbonyl)carbamate BrC=1C(=CC(=C(C1)C1=CC=2N(C=C1)N=C(N2)N(C(OC(C)(C)C)=O)C(=O)OC(C)(C)C)F)F